(R)-(2-(2-methoxy-7-methylquinoxalin-5-yl)-7,8-dihydro-[1,4]dioxino[2',3':3,4]benzo[1,2-d]thiazol-7-yl)methyl (6-methoxypyridin-3-yl)carbamate COC1=CC=C(C=N1)NC(OC[C@@H]1OC2=C(C3=C(N=C(S3)C3=C4N=CC(=NC4=CC(=C3)C)OC)C=C2)OC1)=O